ClC1=CC2=C(C(C=3NC4=CC(=CC=C4C3C2=O)C#C)(C)C)C=C1N1CCN(CC1)C 9-chloro-3-ethynyl-6,6-dimethyl-8-(4-methylpiperazin-1-yl)-5,6-dihydro-11H-benzo[b]carbazol-11-one